C1=CC=C(C=2OC3=C(C21)C=CC=C3)C=O dibenzofuran-4-formaldehyde